[Na].C(C)(C)N1N=C(C=C1)S(=O)(=O)NC(NC1=C2CCC(C2=CC=2CCCC12)=O)=O 1-isopropyl-N-((1-oxo-1,2,3,5,6,7-hexahydro-s-indacen-4-yl)carbamoyl)-1H-pyrazole-3-sulfonamide, sodium salt